C(C)(C)N1CCN(CC1)CCC(=O)N 3-(4-isopropylpiperazin-1-yl)propanamide